6-CHLORO-2-M-TOLYL-IMIDAZO[1,2-A]PYRIDINE-3-CARBALDEHYDE ClC=1C=CC=2N(C1)C(=C(N2)C=2C=C(C=CC2)C)C=O